BrC1=CC(=C(C(=O)OC(C)(C)C)C=C1)C(=C)C(F)(F)F tert-butyl 4-bromo-2-(3,3,3-trifluoroprop-1-en-2-yl)benzoate